N-(4-aminopyridin-3-yl)-3-((1r,5s)-3,8-diazabicyclo[3.2.1]oct-3-yl)-1,6-diphenyl-1H-indole-2-carboxamide NC1=C(C=NC=C1)NC(=O)C=1N(C2=CC(=CC=C2C1N1C[C@H]2CC[C@@H](C1)N2)C2=CC=CC=C2)C2=CC=CC=C2